(3R)-3-amino-5-[(4-chlorophenyl)methyl]-8-fluoro-7-[5-(4-meth-yl-4-piperidyl)-1,3,4-oxadiazol-2-yl]-1,1-dioxo-2,3-dihydro-1λ6,5-benzothiazepin-4-one N[C@H]1CS(C2=C(N(C1=O)CC1=CC=C(C=C1)Cl)C=C(C(=C2)F)C=2OC(=NN2)C2(CCNCC2)C)(=O)=O